C(C1=CC=CC=C1)N1N=CC(=N1)C1=CC=C(C=C1)C(C)(C)C 2-Benzyl-4-(4-(tert-butyl)phenyl)-2H-1,2,3-triazole